(1r,2s)-2-{3-[(2-chloro-5-methyl-5H-pyrrolo[3,2-d]pyrimidin-4-yl)amino]-1H-indazol-6-yl}-5'-methoxyspiro[cyclopropan-1,3'-indol]-2'(1'H)-one ClC=1N=C(C2=C(N1)C=CN2C)NC2=NNC1=CC(=CC=C21)[C@@H]2C[C@@]21C(NC2=CC=C(C=C12)OC)=O